BrC1=CC2=C(N=C(S2)C2=CC3=CN(N=C3C(=C2)F)C)S1 5-[5-bromothieno[2,3-d][1,3]thiazol-2-yl]-7-fluoro-2-methylindazole